[N+](=O)([O-])C1=CC=C(OC2C[C@@H]3[C@@H](CN(C3)C(=O)OC(C)(C)C)C2)C=C1 tert-butyl (3aR,5r,6aS)-5-(4-nitrophenoxy)hexahydrocyclopenta[c]pyrrole-2(1H)-carboxylate